5-ethynyl-6-fluoronaphthalen-2-yl isobutyrate C(C(C)C)(=O)OC1=CC2=CC=C(C(=C2C=C1)C#C)F